ClC=1C=2N(C=CC1)N=C(C2)[C@@H]2N(CCC1=C2N=CN1)C(=O)C=1OC(=NN1)C1=NC=C(C=C1)OC (R)-(4-(4-chloropyrazolo[1,5-a]pyridin-2-yl)-6,7-dihydro-1H-imidazo[4,5-c]pyridin-5(4H)-yl)(5-(5-methoxypyridin-2-yl)-1,3,4-oxadiazol-2-yl)methanone